2-chloro-N-methyl-6,7-dihydro-5H-cyclopenta[b]pyridin-5-amine hydrochloride Cl.ClC1=CC=C2C(=N1)CCC2NC